C(C)OC1=C(CN2C[C@@H](CC2)CNC(OC(C)(C)C)=O)C=C(C=C1)C(F)(F)F tert-butyl (S)-((1-(2-ethoxy-5-(trifluoromethyl)benzyl)pyrrolidin-3-yl)methyl)carbamate